COC(=O)[C@@H]1COC2=C(O1)C=CC=C2 (S)-1,4-benzodioxane-2-carboxylic acid methyl ester